BrC1=C(C=CC=C1)C(CCC)N(C(OC(C)(C)C)=O)C tert-butyl (1-(2-bromophenyl)butyl)(methyl)carbamate